N-(1-((1R,3R)-3-(1,1-difluoroethyl)cyclopentyl)-2-oxo-1,2-dihydropyridin-3-yl)-4-((2-hydroxyethyl)sulfonamido)-2-(6-azaspiro[2.5]octan-6-yl)benzamide FC(C)(F)[C@H]1C[C@@H](CC1)N1C(C(=CC=C1)NC(C1=C(C=C(C=C1)NS(=O)(=O)CCO)N1CCC2(CC2)CC1)=O)=O